C(C1=CC=CC=C1)N1CCC(CC1)CCNC(=O)C1CCN(CC1)C1=CC(=C(C=C1)OC(F)(F)F)C N-[2-(1-benzylpiperidin-4-yl)ethyl]-1-[3-methyl-4-(trifluoromethoxy)phenyl]piperidine-4-carboxamide